C1(CC1)N1CC2(CN(C2)C(=O)C2CCN(CC2)C(=O)C2=C(C=C(C=C2)NC=2C=3N(C=CN2)C(=CN3)C3=CC=C(C=C3)OC(F)F)C)C1 (4-(6-cyclopropyl-2,6-diazaspiro[3.3]heptane-2-carbonyl)piperidin-1-yl)(4-((3-(4-(difluoromethoxy)phenyl)imidazo[1,2-a]pyrazin-8-yl)amino)-2-methylphenyl)methanone